ClC=1C=C2C(=CC=NC2=CC1C#CC1=NN(C(=C1C(=O)N)NC)[C@@H]1CN([C@H](C1)COC)C(C=C)=O)C1CC1 3-[2-(6-chloro-4-cyclopropylquinolin-7-yl)ethynyl]-1-[(3S,5R)-5-(methoxymethyl)-1-(prop-2-enoyl)pyrrolidin-3-yl]-5-(methylamino)pyrazole-4-carboxamide